lycopene-ethanol C(\C(\C)=C\CC\C(\C)=C\C=C\C(\C)=C\C=C\C(\C)=C\C=C\C=C(/C)\C=C\C=C(/C)\C=C\C=C(/C)\CCC=C(C)C)CCO